N-(3'-(morpholinomethyl)-4-((3R,5S)-3,4,5-trimethylpiperazin-1-yl)-(1,1'-biphenyl)-3-yl)-6-oxo-4-(trifluoromethyl)-1,6-dihydropyridine-3-carboxamide O1CCN(CC1)CC=1C=C(C=CC1)C1=CC(=C(C=C1)N1C[C@H](N([C@H](C1)C)C)C)NC(=O)C1=CNC(C=C1C(F)(F)F)=O